(5-(aminomethyl)pyridin-2-yl)-N,N-bis(pyridin-2-ylmethyl)methanamine hydrochloride Cl.NCC=1C=CC(=NC1)CN(CC1=NC=CC=C1)CC1=NC=CC=C1